6-chloro-N-[4-(3-chloro-4-cyano-phenoxy)cyclohexyl]pyridazine-3-carboxamide ClC1=CC=C(N=N1)C(=O)NC1CCC(CC1)OC1=CC(=C(C=C1)C#N)Cl